ClC=1C=C2C(=CN=C(C2=CN1)C=1N=CN(C1)C1COC1)C(C)C 6-chloro-4-isopropyl-1-(1-(oxetan-3-yl)-1H-imidazol-4-yl)-2,7-naphthyridine